CSC(=CC=C(C#N)C#N)SC 4,4-bis-methylsulfanyl-buta-1,3-dien-1,1-dicarbonitrile